2-(3,4-epoxycyclohexyl)ethyltrimethoxysilane methyl-(E)-4-(2-(2-(N-(1-(1-(naphthalen-1-yl)ethyl)piperidin-4-yl)acetamido)acetamido)acetamido)but-2-enoate COC(\C=C\CNC(CNC(CN(C(C)=O)C1CCN(CC1)C(C)C1=CC=CC2=CC=CC=C12)=O)=O)=O.C1(CC2C(CC1)O2)CC[Si](OC)(OC)OC